S-taurinomethyl-2-thiouridine C(NCCS(=O)(=O)O)S=C1N([C@H]2[C@H](O)[C@H](O)[C@@H](CO)O2)C=CC(N1)=O